ClC=1C=C(C=CC1)NC1=C2C=CC=NC2=C2C(=N1)C=C(C=C2)C(=O)N 5-[(3-Chlorophenyl)amino]benzo[h][1,6]naphthyridine-8-carboxamide